5-(3-chloro-4-methoxyphenyl)-6-(1-{[p-(trifluoromethyl)phenyl]methyl}-1H-pyrazol-4-yl)-4-pyrimidinylamine ClC=1C=C(C=CC1OC)C=1C(=NC=NC1C=1C=NN(C1)CC1=CC=C(C=C1)C(F)(F)F)N